1,4-dimethyl-6-nitro-3,4-dihydroquinolin-2(1H)-one CN1C(CC(C2=CC(=CC=C12)[N+](=O)[O-])C)=O